FC1=C(C=C(C=C1F)C1=C(C=CC=C1C)C)[C@H](CC(=O)OCC)NC([C@H](CC(C)C)NC(=O)C1=CC=C2C=CC=CN2C1=O)=O ethyl (3S)-3-{4,5-difluoro-2',6'-dimethyl-[1,1'-biphenyl]-3-yl}-3-[(2S)-4-methyl-2-[(4-oxo-4H-quinolizin-3-yl)formamido]pentanamido]propanoate